C(C1=CC=CC=C1)OC(=O)N([C@H](C(=O)N([C@H](C(=O)N([C@H](C(=O)OC(C)(C)C)CC1=CC=C(C=C1)C)CC)CC)C)C)C tert-butyl (2S)-2-[[(2S)-2-[[(2S)-2-[benzyloxycarbonyl(methyl)amino]propanoyl]-methyl-amino]butanoyl]-ethyl-amino]-3-(p-tolyl)propanoate